[Si](C)(C)(C(C)(C)C)O[C@@H]1C[C@@H](NCC1)C1=C(C=C(C=C1F)C(F)(F)F)Cl (2R,4S)-4-((tert-butyldimethylsilyl)oxy)-2-(2-chloro-6-fluoro-4-(trifluoromethyl)phenyl)piperidine